[O-]S(=O)(=O)C(F)(F)F.[Rh+].C1=CCCC=CCC1.C1=CCCC=CCC1 bis(1,5-cyclooctadiene) rhodium (I) triflate